C(C)C=1C=CC=C2C=CC=C(C12)C1=C(C=2N=CN=C(C2C=N1)N1[C@@H]2CCN([C@@H]2C1)C(=O)OC(C)(C)C)F tert-butyl (1R,5R)-6-(7-(8-ethylnaphthalen-1-yl)-8-fluoropyrido[4,3-d]pyrimidin-4-yl)-2,6-diazabicyclo[3.2.0]heptane-2-carboxylate